N1(CC1)C1CCN(CC1)C1=C(C=C(C=C1)NC=1N=C(C2=C(N1)SC=C2C)NC2=CC=CC(=N2)C(C)(C)O)OC 2-(6-((2-((4-(4-(aziridin-1-yl)piperidin-1-yl)-3-methoxyphenyl)amino)-5-methylthieno[2,3-d]pyrimidin-4-yl)amino)pyridin-2-yl)propan-2-ol